C(C=C)(=O)N1CCN(CC1)C1=NC(N2C3=C(C(=C(C=C13)Cl)C1=C(C=CC=C1O)F)OCC2)=O (R)-7-(4-acryloylpiperazin-1-yl)-9-chloro-10-(2-fluoro-6-hydroxyphenyl)-2H-[1,4]oxazino[2,3,4-ij]quinazolin-5(3H)-one